N-(6-methyl-2-(3-(piperidin-3-yl)indol-1-yl)pyrimidin-4-yl)-1H-indazol-5-amine CC1=CC(=NC(=N1)N1C=C(C2=CC=CC=C12)C1CNCCC1)NC=1C=C2C=NNC2=CC1